S(=O)(=O)(O)[Na] sulfoSodium